CC1(C(NC(CC1)=O)=O)N1C(C2=CC=C3C(=C2C1=O)NC(N3)=O)=O 7-(3-methyl-2,6-dioxopiperidin-3-yl)-1,3-dihydroimidazo[4,5-e]isoindole-2,6,8(7H)-trione